CN1CCN(CC1)[C@H]1CC[C@H](CC1)C(=O)NN Cis-4-(4-methylpiperazin-1-yl)cyclohexanecarbohydrazide